(S)-3-((S)-sec-butyl)-4-(3-((R)-3-hydroxypyrrolidin-1-yl)propanoyl)-1,3,4,5-tetrahydro-2H-benzo[e][1,4]diazepin-2-one [C@H](C)(CC)[C@@H]1N(CC2=C(NC1=O)C=CC=C2)C(CCN2C[C@@H](CC2)O)=O